N1=CC(=CC(=C1)N)N 3,5-pyridinediamine